N1N=CC2=CC=C(C=C12)C1=CC=C(CN2C=CC3=CC(=CC=C23)N2N=C(C=C2C)C(=O)N)C=C1 1-(1-(4-(1H-Indazol-6-yl)benzyl)-1H-indol-5-yl)-5-methyl-1H-pyrazol-3-carboxamid